potassium cyanide sodium azide [N-]=[N+]=[N-].[Na+].[C-]#N.[K+]